FC=1C=C(C=C(C1[Si](C)(C)C)F)NC([C@@H](C1=CC=C(C=C1)COC)NC(CCC(=O)O)=O)=O 4-(((1R)-2-((3,5-difluoro-4-(trimethylsilyl)phenyl)amino)-1-(4-(methoxymethyl)phenyl)-2-oxoethyl)amino)-4-oxobutanoic acid